2-((1R,2R)-1-(2-cyano-5-fluorophenyl)-1-(1-(2-methoxyethyl)-3,5-dimethyl-1H-pyrazol-4-yl)propan-2-yl)-5-hydroxy-N-(isoxazol-4-yl)-1-methyl-6-oxo-1,6-dihydropyrimidine-4-carboxamide C(#N)C1=C(C=C(C=C1)F)[C@@H]([C@@H](C)C=1N(C(C(=C(N1)C(=O)NC=1C=NOC1)O)=O)C)C=1C(=NN(C1C)CCOC)C